C(C1=CC=CC=C1)N1C=2C(C2CCC1=O)(C(=O)OCC)C1=CC=C(C=C1)C ethyl 2-benzyl-3-oxo-7-p-tolyl-2-azabicyclo[4.1.0]heptene-7-carboxylate